CC1=CC(=NN1)NC1=NC(=NC2=CC(=CC=C12)N1CCOCC1)C=1C=C(C=CC1)NC(C=C)=O N-(3-(4-((5-methyl-1H-pyrazol-3-yl)amino)-7-morpholinoquinazolin-2-yl)phenyl)acrylamide